5-chloro-7-{[(thiophen-2-yl)methyl]amino}thieno[3,2-b]pyridin-3-ol ClC1=CC(=C2C(=N1)C(=CS2)O)NCC=2SC=CC2